N-cyano-3-(3,7-dimethylocta-2,6-dien-1-yl)-2,4-dihydroxy-N-methyl-6-pentylbenzamide C(#N)N(C(C1=C(C(=C(C=C1CCCCC)O)CC=C(CCC=C(C)C)C)O)=O)C